2-(2-(2-furyl)benzyl)furan O1C(=CC=C1)C1=C(CC=2OC=CC2)C=CC=C1